OC(CCCCCCCCCCCCCC(=O)O)CC=CCC=CCCCCCCCC 15-Hydroxy-nonacosa-17,20-dienoic acid